ethyl 1-(2-(3-fluoro-5-(trifluoromethyl) benzyl) pyridin-4-yl)-3-methyl-1H-pyrazole-4-carboxylate FC=1C=C(CC2=NC=CC(=C2)N2N=C(C(=C2)C(=O)OCC)C)C=C(C1)C(F)(F)F